distearoyl-ethyldimethylammonium chloride [Cl-].C(CCCCCCCCCCCCCCCCC)(=O)C([NH+](C)CC)C(CCCCCCCCCCCCCCCCC)=O